COC(=O)C1CN(C1)C1=CC=C(C=C1)C=1C(=NC(=CC1)OCC1=CC=CC=C1)OCC1=CC=CC=C1 1-(4-(2,6-bis(benzyloxy)pyridin-3-yl)phenyl)azetidine-3-carboxylic acid methyl ester